5-[(3-ACETYLPHENYL)CARBAMOYL]PENTANOIC ACID C(C)(=O)C=1C=C(C=CC1)NC(=O)CCCCC(=O)O